N-(3-bromo-2-fluoro-6-(hydroxymethyl)phenyl)propionamide BrC=1C(=C(C(=CC1)CO)NC(CC)=O)F